ClC1=NC=CC=2C1=CN(N2)C(C2=CC=CC=C2)(C2=CC=CC=C2)C2=CC=CC=C2 4-chloro-2-trityl-2H-pyrazolo[4,3-c]pyridine